FC=1C=CC2=C(CCO2)C1CNC1=C2C(=C3C4=C(C=CN4CN=C3C(F)(F)F)C=3N1C=NN3)C=CC=N2 N-((5-fluoro-2,3-dihydrobenzofuran-4-yl)methyl)-8-(trifluoromethyl)-6H-2,3,5a,7,12,13a-hexaazabenzo[4,5]cyclopenta[7,8]cycloocta[1,2,3-cd]inden-13-amine